N-(4-(4-Amino-2-((ethylamino)methyl)-1H-imidazo[4,5-c]quinolin-1-yl)butyl)-N-(1,1-dioxidothietan-3-yl)acetamide NC1=NC=2C=CC=CC2C2=C1N=C(N2CCCCN(C(C)=O)C2CS(C2)(=O)=O)CNCC